2-[3-({2-methoxy-4-[(4-methylpiperazin-1-yl)sulfonyl]phenyl}amino)prop-1-yn-1-yl]-N-(oxan-4-yl)-1-(2,2,2-trifluoroethyl)-1H-indol-4-amine COC1=C(C=CC(=C1)S(=O)(=O)N1CCN(CC1)C)NCC#CC=1N(C=2C=CC=C(C2C1)NC1CCOCC1)CC(F)(F)F